C(C)C1=NC(=NO1)C1=CC2=C([C@@H](CO2)NC(OC)=O)C=C1 methyl (S)-(6-(5-ethyl-1,2,4-oxadiazol-3-yl)-2,3-dihydrobenzofuran-3-yl)carbamate